(S)-Methyl 2-(N-((6'-cyano-[1,1':3',1''-terphenyl]-4-yl)methyl)pentanamido)-3-methylbutanoate C(#N)C1=CC=C(C=C1C1=CC=C(C=C1)CN(C(CCCC)=O)[C@H](C(=O)OC)C(C)C)C1=CC=CC=C1